5,7-dihydroxy-4H-chromen-4-one OC1=C2C(C=COC2=CC(=C1)O)=O